CC=1C(=NOC1C)C(=O)N1CC2(C1)C=C(C(C(C2)(C)C)=O)C#N 2-(4,5-dimethyl-1,2-oxazole-3-carbonyl)-8,8-dimethyl-7-oxo-2-azaspiro[3.5]non-5-ene-6-carbonitrile